1-((1R,5S)-3-(8-((2-fluoro-4-((7-fluoro-1-methyl-1H-benzo[d]imidazol-5-yl)oxy)-3-methylphenyl)amino)pyrimido[5,4-d]pyrimidin-2-yl)-3,6-diazabicyclo[3.2.1]octan-6-yl)prop-2-en-1-one FC1=C(C=CC(=C1C)OC1=CC2=C(N(C=N2)C)C(=C1)F)NC1=NC=NC2=C1N=C(N=C2)N2C[C@@H]1CN([C@H](C2)C1)C(C=C)=O